Methyl 2-(6-(2-ethyl-5-fluoro-4-hydroxyphenyl)-1H-indazol-3-yl)-4,6-dihydropyrrolo[3,4-d]imidazol-5(1H)-carboxylate C(C)C1=C(C=C(C(=C1)O)F)C1=CC=C2C(=NNC2=C1)C1=NC2=C(N1)CN(C2)C(=O)OC